ClC1([C@@](C1)(C(=O)OC1=CC=C(C=C1)[N+](=O)[O-])C)Cl (4-nitrophenyl) (1S)-2,2-dichloro-1-methyl-cyclopropanecarboxylate